3-(4-amino-3-nitrophenylethyl)-2-(1-(4-bromophenyl)-3-(4-fluorophenyl)-1H-pyrazol-4-yl)oxazolidin-4-one NC1=C(C=C(C=C1)CCN1C(OCC1=O)C=1C(=NN(C1)C1=CC=C(C=C1)Br)C1=CC=C(C=C1)F)[N+](=O)[O-]